2-methoxy-4-(6-(4-pentanamidothiophen-2-yl)pyrazin-2-yl)-N-(1,3,4-oxadiazol-2-yl)benzamide COC1=C(C(=O)NC=2OC=NN2)C=CC(=C1)C1=NC(=CN=C1)C=1SC=C(C1)NC(CCCC)=O